1-[(4,4-Difluorocyclohexyl)methyl]-N-(2-{3-[(methylcarbamoyl)amino]phenyl}propan-2-yl)-1H-indazole-3-carboxamide FC1(CCC(CC1)CN1N=C(C2=CC=CC=C12)C(=O)NC(C)(C)C1=CC(=CC=C1)NC(NC)=O)F